[Mo].[Nb].[Mo].[Ni].[Fe] iron-nickel-molybdenum-niobium-molybdenum